C1(=CC=CC=C1)CC(=O)NC1=NN=C(S1)N1CCN(CC1)CC=1C=C(C(=O)O)C=CC1 3-((4-(5-(2-phenylacetamido)-1,3,4-thiadiazol-2-yl)piperazin-1-yl)methyl)benzoic acid